1-{[2-(trimethylsilyl)ethoxy]methyl}-1H-pyrazole-4-carboxamide C[Si](CCOCN1N=CC(=C1)C(=O)N)(C)C